C1=CC(=CC(=C1)Br)OC(F)F 3-(difluoromethoxy)bromobenzene